C(CCCCCCC)C(COC(CCCCO[C@@H]1[C@@H](CN(C1)CCCCCCO)OCCCCC(=O)OCC(CCCCCCCCCC)CCCCCCCC)=O)CCCCCCCCCC bis(2-octyldodecyl)5,5'-(((3R,4S)-1-(6-hydroxyhexyl)pyrrolidine-3,4-diyl)bis(oxy))dipentanoate